hexamethylenediurethan N(C(=O)OCC)CCCCCCNC(=O)OCC